BrC=1C=CC=2NC(N3CCCCC1C23)=O 5-bromo-6,7,8,9-tetrahydro-2,9a-diazabenzo[cJ]azulen-1(2H)-one